N-[γ-Maleimidobutyryloxy]Sulfosuccinimide C1(C=CC(N1CCCC(=O)ON1C(C(CC1=O)S(=O)(=O)O)=O)=O)=O